C1(CC1)C1=C(C(=NO1)C1=C(C=CC=C1Cl)Cl)COC1CCN(CC1)C1=NOC(=C1)C(=O)N 3-(4-((5-cyclopropyl-3-(2,6-dichlorophenyl)isoxazol-4-yl)methoxy)piperidin-1-yl)isoxazole-5-carboxamide